NC1=C(C=C(C=C1)C1=CC=C(C=C1)F)NC(C1=CC=C(C=C1)CS(=O)(=N)C)=O N-[2-amino-5-(4-fluorophenyl)phenyl]-4-[(methylsulfonimidoyl)methyl]benzamide